C(C\C=C\CC)(=O)SCCNC(CCNC([C@@H](C(COP(OP(OC[C@@H]1[C@H]([C@H]([C@@H](O1)N1C=NC=2C(N)=NC=NC12)O)OP(=O)(O)O)(=O)O)(=O)O)(C)C)O)=O)=O e-2-z-3-hexenoyl-CoA